COC=1C(=C(C=CC1)C(C(=O)OC(C)(C)C)N1CC(C1)OCCCCCC1=NC=2NCCCC2C=C1)C1(CC1)C tert-butyl 2-(3-methoxy-2-(1-methylcyclopropyl)phenyl)-2-(3-(5-(5,6,7,8-tetrahydro-1,8-naphthyridin-2-yl)pentyloxy)azetidin-1-yl)acetate